Cl.N1=CC=CC=C1 pyridine-HCl